ClC1=NC(=NC(=C1C(C)C)Cl)NS(=O)(=O)C=1C=NN(C1)C N-(4,6-dichloro-5-isopropyl-pyrimidin-2-yl)-1-methyl-pyrazole-4-sulfonamide